pyrrolo[3,2-c]isoxazole N1OC=C2C1=CC=N2